OC1[C@H](CN(C[C@H]1C)C1=CC=C(C(=N1)C1=NC2=CC(=NC=C2C=C1)CNC(OC(C)(C)C)=O)C)C tert-butyl ((2-(6-((3S,4r,5R)-4-hydroxy-3,5-dimethylpiperidin-1-yl)-3-methylpyridin-2-yl)-1,6-naphthyridin-7-yl)methyl)carbamate